ClC1=C(C(=CC(=C1)C#N)F)NC=1N(C2=NC(=NC=C2N1)N[C@@H]1C[C@@H](CCC1)O)C1CCC(CC1)(C(=O)N)C (1R,4s)-4-(8-(2-chloro-4-cyano-6-fluorophenylamino)-2-((1S,3R)-3-hydroxycyclohexylamino)-9H-purin-9-yl)-1-methylcyclohexanecarboxamide